[(3aR,5R,6R,6aR)-5-[(4R)-2,2-Dimethyl-1,3-dioxolan-4-yl]-2,2-dimethyl-3a,5,6,6a-tetrahydrofuro[2,3-d][1,3]dioxol-6-yl] acetate C(C)(=O)O[C@@H]1[C@H](O[C@@H]2OC(O[C@@H]21)(C)C)[C@@H]2OC(OC2)(C)C